(3-chlorophenyl)cyclopropane-1-carbaldehyde ClC=1C=C(C=CC1)C1(CC1)C=O